6-cyano-N-(6-methoxy-1-methylindazol-7-yl)-N-{[2-(trimethylsilyl)ethoxy]methyl}pyridine-3-sulfonamide C(#N)C1=CC=C(C=N1)S(=O)(=O)N(COCC[Si](C)(C)C)C=1C(=CC=C2C=NN(C12)C)OC